O1C(=CC=C1)CC=C1NC(=NC(=N1)C(Cl)(Cl)Cl)C(Cl)(Cl)Cl 2-(2'-furyl-ethylidene)-4,6-bis(trichloromethyl)-s-triazine